4-(8-(but-2-ynoyl)-3,8-diazabicyclo[4.2.0]octan-3-yl)-3-chloro-5-fluoro-2-methyl-1H-indole-7-carboxamide C(C#CC)(=O)N1CC2CCN(CC12)C1=C2C(=C(NC2=C(C=C1F)C(=O)N)C)Cl